BrC=1C=C2C(=NN(C(C2=CC1)=O)CC(=O)NC1CN(CCOC1)C(=O)OC(C)(C)C)C(C)C tert-butyl 6-[[2-(6-bromo-4-isopropyl-1-oxo-phthalazin-2-yl)acetyl]amino]-1,4-oxazepane-4-carboxylate